ethyl 7-hydroxy-1,3-dimethyl-1H-indazole-5-carboxylate OC=1C=C(C=C2C(=NN(C12)C)C)C(=O)OCC